7-((3,5-difluoro-4-((2-(trifluoromethyl)pyridin-4-yl)oxy)benzyl)oxy)-3,4,11,11a-tetrahydropyrimido[6',1':2,3]imidazo[5,1-b][1,3]oxazin-9(2H)-one FC=1C=C(COC2=NC(N3C(N4C(OCCC4)C3)=C2)=O)C=C(C1OC1=CC(=NC=C1)C(F)(F)F)F